ClC1=C(C=CC=C1OC)B(O)O (2-chloro-3-methoxy-phenyl)boronic acid